2-Fluoro-N-(5-(5-(3-Fluoro-4-((4-methylpyrimidin-2-yl)oxy)phenyl)-2-((1-methyl-1H-pyrazole-4-yl)amino)pyrimidin-4-yl)pyridin-3-yl)acrylamide FC(C(=O)NC=1C=NC=C(C1)C1=NC(=NC=C1C1=CC(=C(C=C1)OC1=NC=CC(=N1)C)F)NC=1C=NN(C1)C)=C